[Na].[V] Vanadium-sodium